1-Butyl-4-methylimidazolium Hexafluorophosphate F[P-](F)(F)(F)(F)F.C(CCC)N1C=[NH+]C(=C1)C